trimeth-oxysilan CO[SiH](OC)OC